5,6-Dichloro-7-bromo-8-hydroxyquinoline ClC1=C2C=CC=NC2=C(C(=C1Cl)Br)O